CN1CCN(C(C2=C1N=CC=C2)=O)C2=CC(=CC=C2)O[C@@H](CCNC)C=2SC=CC2 (S)-1-methyl-4-(3-(3-(methylamino)-1-(thiophen-2-yl)propoxy)phenyl)-1,2,3,4-tetrahydro-5H-pyrido[2,3-e][1,4]diazepin-5-one